C1(CCC1)C1=C(C=CC=C1F)C1=C(C=CC(=C1)N1N=C(C=C1NS(=O)(=O)C)C)O[C@H]1C[C@@H](CC1)NC([C@H]1N(CC(C1)(C)C)C)=O N-[(1R,3R)-3-({2'-cyclobutyl-3'-fluoro-5-[5-(methanesulfonamido)-3-methyl-1H-pyrazol-1-yl][1,1-biphenyl]-2-yl}oxy)cyclopentyl]-1,4,4-trimethyl-L-prolinamide